N-erucyl-sarcosine potassium [K].C(CCCCCCCCCCC\C=C/CCCCCCCC)N(C)CC(=O)O